COCOC1=C(C(=CC(=C1)C(F)(F)F)C)C1=CC2=C(N=N1)C(=C(S2)C(=O)OC)O[Si](C(C)C)(C(C)C)C(C)C Methyl 3-[2-(methoxymethoxy)-6-methyl-4-(trifluoromethyl)phenyl]-7-triisopropylsilyloxy-thieno[3,2-c]pyridazine-6-carboxylate